1,3,5-trimercapto-methyl-2,4,6-trimethylbenzene SC1(C(C(=C(C(=C1C)S)C)S)C)C